N-(1-((2S,3R,4R,5R)-3-fluoro-4-hydroxy-5-(hydroxymethyl)tetrahydrofuran-2-yl)-2-oxo-1,2-dihydropyrimidin-4-yl)-2-methyl-6-(trifluoromethyl)nicotinamide F[C@H]1[C@H](O[C@@H]([C@H]1O)CO)N1C(N=C(C=C1)NC(C1=C(N=C(C=C1)C(F)(F)F)C)=O)=O